tert-butyl 5-(1-(cyclopropylmethyl) hydrazineyl)-3,4-dihydroisoquinoline-2(1H)-carboxylate C1(CC1)CN(N)C1=C2CCN(CC2=CC=C1)C(=O)OC(C)(C)C